FC=1C=CC=C2[C@@H](N(C(=NC12)N1CCN(CC1)C1=CC(=CC=C1)OC)C1=C(C=CC(=C1)C(F)(F)F)OC)CC(=O)O 2-[(4S)-8-fluoro-2-[4-(3-methoxyphenyl)piperazin-1-yl]-3-[2-methoxy-5-(trifluoromethyl)phenyl]-4H-quinazolin-4-yl]acetic acid